(R)-1-(7-chloro-5-cyclopropyl-8-fluoro-2-((1-(hydroxymethyl)cyclopropyl)methoxy)pyrido[4,3-d]pyrimidin-4-yl)-3-methylpiperidin-3-ol ClC1=C(C=2N=C(N=C(C2C(=N1)C1CC1)N1C[C@@](CCC1)(O)C)OCC1(CC1)CO)F